(S)-3-Fluoro-9-[2-(3-fluoropyridin-2-yl)-2-oxoethyl]-2-((R)-3-methylmorpholin-4-yl)-8-trifluoromethyl-6,7,8,9-tetrahydro-pyrimido[1,2-a]-pyrimidin-4-one FC1=C(N=C2N(C1=O)CC[C@H](N2CC(=O)C2=NC=CC=C2F)C(F)(F)F)N2[C@@H](COCC2)C